BrC1=C(C=CC(=C1)Cl)S(=O)(=O)N1[C@@H](CCC1)C(=O)OCCCC Butyl ((2-bromo-4-chlorophenyl)sulfonyl)-L-prolinate